NC(/C=C/C1=CC=C(C=C1)C(C(=O)OCC1=CC=CC=C1)(C)C)=O Benzyl (E)-2-(4-(3-amino-3-oxoprop-1-en-1-yl)phenyl)-2-methylpropanoate